4-(7-chloro-[1,2,4]triazolo[1,5-a]pyridin-5-yl)-2-fluoro-5-methylbenzonitrile ClC1=CC=2N(C(=C1)C1=CC(=C(C#N)C=C1C)F)N=CN2